2,4-bis(dodecylthiomethyl)o-cresol C(CCCCCCCCCCC)SCC1(CC(=CC=C1O)CSCCCCCCCCCCCC)C